C(C)(C)(C)OC(=O)N1C(CC(CC1)CCC1=CC=CC=C1)C(NCCN(C)C)=O.C1(=CC=CC=C1)P(CCCCCCP(C1=CC=CC=C1)C1=CC=CC=C1)C1=CC=CC=C1 1,6-bis(diphenylphosphino)hexane tert-Butyl-2-((2-(dimethylamino)ethyl)carbamoyl)-4-phenethylpiperidine-1-carboxylate